N1=C(C=CC=C1)CN1CCN(C2=CC=CC=C12)C(=O)NCC1NCCC1 4-(pyridin-2-ylmethyl)-N-(pyrrolidin-2-ylmethyl)-3,4-dihydroquinoxaline-1(2H)-carboxamide